C(C)(=O)N(C1=CC=C(C=C1)C1=CC=C(C=N1)C(=O)NCC=1C=NC=CC1)CCC#N 6-[4-[acetyl-(2-cyanoethyl)amino]phenyl]-N-(3-pyridylmethyl)pyridine-3-carboxamide